1-([4-[1-methyl-4-(trifluoromethyl)-1H-imidazol-2-yl]phenyl]methyl)-7-[2-(propan-2-yl)pyridin-3-yl]-1H,2H,4H-pyrimido[4,5-d][1,3]oxazin-2-one CN1C(=NC(=C1)C(F)(F)F)C1=CC=C(C=C1)CN1C(OCC2=C1N=C(N=C2)C=2C(=NC=CC2)C(C)C)=O